IC1=NN(C2=CN=C(C=C21)C2=C(N(N=C2)C)OCCCOC=2C=C(C(=O)OC)C=CC2C=C)COCC[Si](C)(C)C methyl 3-[3-[4-[3-iodo-1-(2-trimethylsilylethoxymethyl)pyrazolo[3,4-c]pyridin-5-yl]-2-methyl-pyrazol-3-yl]oxypropoxy]-4-vinyl-benzoate